4-(piperidin-3-yl)benzoate N1CC(CCC1)C1=CC=C(C(=O)[O-])C=C1